(E)-(2-(thiophen-2-yl)vinyl)boronic acid S1C(=CC=C1)/C=C/B(O)O